diheptyl-ascorbate C(CCCCCC)C([C@@H]([C@@H]1C(=C(C(=O)O1)O)[O-])O)(O)CCCCCCC